C1(CCC1)C(=O)N1[C@H]([C@H](CC1)NC(C(F)F)=O)CC=1C=C(C=CC1)C1=CC(=CC=C1)F N-{cis-1-(cyclobutanecarbonyl)-2-[(3'-fluoro[1,1'-biphenyl]-3-yl)methyl]pyrrolidin-3-yl}-2,2-difluoroacetamide